1-(6-amino-3-pyridinyl)hexahydropyrimidin-2-one NC1=CC=C(C=N1)N1C(NCCC1)=O